FC(CC=1C=NN2C1N=C(N=C2N(CC2=CC=C(C=C2)OC)CC2=NC1=C(N2COCC[Si](C)(C)C)C=CC(=C1F)F)N1CCOCC1)F 8-(2,2-difluoroethyl)-N-[(4,5-difluoro-1-{[2-(trimethylsilyl)ethoxy]methyl}-1H-benzimidazol-2-yl)methyl]-N-(4-methoxybenzyl)-2-(morpholin-4-yl)pyrazolo[1,5-a][1,3,5]triazin-4-amine